3-(2-((4-((S)-2-(4-chloro-2-fluorophenyl)-2-methylbenzo[d][1,3]dioxol-4-yl)piperidin-1-yl)methyl)-4-methyl-1-(((S)-oxetan-2-yl)methyl)-1H-imidazol-5-yl)-(R)-3-hydroxypropanoic acid ClC1=CC(=C(C=C1)[C@@]1(OC2=C(O1)C=CC=C2C2CCN(CC2)CC=2N(C(=C(N2)C)[C@@H](CC(=O)O)O)C[C@H]2OCC2)C)F